(cyclobutylmethyl)[(2-{[4-(1-methyl-1H-indazol-7-yl)-1H-1,2,3-triazol-1-yl]methyl}imidazo[1,2-a]pyridin-6-yl)methyl]amine C1(CCC1)CNCC=1C=CC=2N(C1)C=C(N2)CN2N=NC(=C2)C=2C=CC=C1C=NN(C21)C